methyl-5-chloro-4-(hydroxymethyl)picolinate COC(C1=NC=C(C(=C1)CO)Cl)=O